ClC=1C(=NC(=NC1)NC1CCN(CC1)CC=1C=C(C=CC1)NC1C(NC(CC1)=O)=O)C=1C=NN(C1CC1CC1)C 3-((3-((4-((5-chloro-4-(5-(cyclopropylmethyl)-1-methyl-1H-pyrazol-4-yl)pyrimidin-2-yl)amino)piperidin-1-yl)methyl)phenyl)amino)piperidine-2,6-dione